FC(C1=NC=CC(=C1)N1C[C@@H](CC1)C(=O)N1CC=2C(=C(C=3COC(CC3N2)(C)C)C)C1)(F)F [1-(2-Trifluoromethyl-pyridin-4-yl)-pyrrolidin-3(R)-yl]-(6,6,9-trimethyl-3,5,6,8-tetrahydro-1H-7-oxa-2,4-diaza-cyclopenta[b]naphthalen-2-yl)-methanone